2-{[3-methoxy-1-(2,2,2-trifluoroethyl)-1H-pyrazol-4-yl]amino}-4-[(2-methyl-1,2,3,4-tetrahydroisoquinolin-5-yl)amino]pyrimidine-5-carboxamide COC1=NN(C=C1NC1=NC=C(C(=N1)NC1=C2CCN(CC2=CC=C1)C)C(=O)N)CC(F)(F)F